COC(=O)C=1SC=C2C1OCC2 2,3-Dihydrothieno[3,4-B]furan-6-carboxylic acid methyl ester